5-hydroxy-2-(methylphenyl)pyrimidin-4(1H)-one OC=1C(N=C(NC1)C1=C(C=CC=C1)C)=O